4-(2-bromo-6-fluoro-3-methyl-4-nitro-phenyl)sulfanylpyridine-2-carbonitrile BrC1=C(C(=CC(=C1C)[N+](=O)[O-])F)SC1=CC(=NC=C1)C#N